4-bromo-2-(prop-1-yn-1-yl)pyridine BrC1=CC(=NC=C1)C#CC